2-(6-methoxy-1H-indol-3-yl)acetic acid COC1=CC=C2C(=CNC2=C1)CC(=O)O